CC(C[C@@H](C(=O)OC)NC(=O)C1=CN=C(O1)C1=CC(=CC=C1)C1=CC(=NN1)C(NC(CC)CC)=O)C (S)-methyl 4-methyl-2-(2-(3-(3-(pentan-3-ylcarbamoyl)-1H-pyrazol-5-yl)phenyl)oxazole-5-carboxamido)pentanoate